ClC=1C=C(CC=2C(=NC3=CC=C(C=C3C2N)C=2C(=NOC2C)C)C=2C(=NOC2C)C)C=CC1 (3-chlorobenzyl)-2,6-bis(3,5-dimethylisoxazol-4-yl)quinolin-4-amine